N(=[N+]=[N-])[C@@H]1C[C@H](N(C1)C(=O)OC(C)(C)C)COS(=O)(=O)C tert-Butyl (2S,4R)-4-azido-2-(((methyl sulfonyl)oxy)methyl)pyrrolidine-1-carboxylate